The molecule is a cyclodepsipeptide isolated from Jaspis splendens. A derivative of jaspamide, it has been shown to exhibit cytotoxic and microfilament disruption activity. It has a role as a metabolite, an actin polymerisation inhibitor and an antineoplastic agent. It is a cyclodepsipeptide, a macrocycle and a substituted aniline. C[C@@H]\\1C[C@@H](OC(=O)C[C@@H](NC(=O)[C@H](N(C(=O)[C@@H](NC(=O)[C@H](C/C(=C1)/C)C)C)C)CC(=O)C2=CC=CC=C2N)C3=CC=C(C=C3)O)C